(5'S,7a'R)-1-(2,5-difluoro-4-methylbenzene-1-carbonyl)-5'-phenyltetra-hydro-3'H-spiro[piperidine-4,2'-pyrrolo[2,1-b]-[1,3]oxazol]-3'-one FC1=C(C=C(C(=C1)C)F)C(=O)N1CCC2(C(N3[C@H](O2)CC[C@H]3C3=CC=CC=C3)=O)CC1